FC=1C=CC2=C(CCO2)C1CNC1=NC=C(C=2N1C=C(N2)C#N)C=2N=NC=CC2 5-[(5-fluoro-2,3-dihydrobenzofuran-4-yl)methylamino]-8-pyridazin-3-yl-imidazo[1,2-c]pyrimidine-2-carbonitrile